8-(difluoromethyl)-2-[(5-methylpyrazin-2-yl)methyl]-1-[(2R,4R)-2-methyltetrahydro-2H-pyran-4-yl]-1H-imidazo[4,5-c]quinoline FC(C1=CC=2C3=C(C=NC2C=C1)N=C(N3[C@H]3C[C@H](OCC3)C)CC3=NC=C(N=C3)C)F